(1r,2r,6s)-2-azido-6-(4-fluoro-2H-indazol-2-yl)cyclohexanol tert-butyl-(R)-4-(6-bromo-2-cyanopyridin-3-yl)-3-ethylpiperazine-1-carboxylate C(C)(C)(C)[C@H]1N(CCN(C1CC)C=1C(=NC(=CC1)Br)C#N)C(=O)O[C@H]1[C@@H](CCC[C@@H]1N1N=C2C=CC=C(C2=C1)F)N=[N+]=[N-]